6-(4-chloro-2-fluoro-phenyl)-1-fluoro-5-[4-[(3S)-1-(3-fluoropropyl)pyrrolidin-3-yl]oxyphenyl]-8,9-dihydro-7H-benzo[7]annulen-2-ol ClC1=CC(=C(C=C1)C1=C(C2=C(CCC1)C(=C(C=C2)O)F)C2=CC=C(C=C2)O[C@@H]2CN(CC2)CCCF)F